C(C)N(CC)CCN(CCOC(OC(CCCC(=O)OCC(CCCCC)CCCCC)CCCCCC)=O)CCOC(CC(CCCCCCC)CCCCCCC)=O 2-pentylheptyl 3-ethyl-6-(2-((3-heptyldecanoyl)oxy)ethyl)-12-hexyl-10-oxo-9,11-dioxa-3,6-diazahexadecane-16-oate